2-(3-((1r,3S)-3-methoxy-1-(4-methyl-4H-1,2,4-triazol-3-yl)cyclobutyl)phenyl)-6-(((S)-3-methylpiperidin-1-yl)methyl)-4-(trifluoromethyl)isoindolin-1-one COC1CC(C1)(C1=NN=CN1C)C=1C=C(C=CC1)N1C(C2=CC(=CC(=C2C1)C(F)(F)F)CN1C[C@H](CCC1)C)=O